[Cl-].NC(=O)C1=CC(=CC2=CN(N=C12)C1=CC=C(C[NH+]2CCN(CC2)C)C=C1)F 1-{4-[7-(aminocarbonyl)-5-fluoro-2H-indazol-2-yl]benzyl}-4-methylpiperazin-1-ium chloride